6-Bromo-7-hydroxy-1-methyl-4-{4-[3-(2-methylphenyl)-1,2,4-oxadiazol-5-yl]piperidin-1-yl}-2-oxo-1,2-dihydroquinoline-3-carbonitrile BrC=1C=C2C(=C(C(N(C2=CC1O)C)=O)C#N)N1CCC(CC1)C1=NC(=NO1)C1=C(C=CC=C1)C